(N-[4-amino-5-[4-[2-(m-tolylmethylamino)-2-oxo-ethoxy]benzoyl]thiazol-2-yl]-4-fluoro-anilino)propanamide NC=1N=C(SC1C(C1=CC=C(C=C1)OCC(=O)NCC=1C=C(C=CC1)C)=O)N(C1=CC=C(C=C1)F)C(C(=O)N)C